N1(CCCCCC1)CC1=CC=C(C=C1)[C@H](C)NC=1N=CC2=C(N1)N(C(C=C2)=O)CCC 2-({(1S)-1-[4-(azepan-1-ylmethyl)phenyl]ethyl}amino)-8-propylpyrido[2,3-d]pyrimidin-7(8H)-one